ClC=1C=CC(=C(C1)[C@H]1C[C@H](C1)NC(=O)C=1C=NN(C1)[C@@H](C)C=1C=NC(=CC1C)N1C([C@@H]2C[C@@H]2C1)=O)C#N |o1:19| N-((cis)-3-(5-chloro-2-cyanophenyl)cyclobutyl)-1-((S or R)-1-(4-methyl-6-((1R,5S)-2-oxo-3-azabicyclo[3.1.0]hexan-3-yl)pyridin-3-yl)ethyl)-1H-pyrazole-4-carboxamide